N-((1-(4-(1-(tetrahydro-2H-pyran-2-yl)-1H-pyrazol-4-yl)phenyl)piperidin-4-yl)methyl)oct-7-ynamide O1C(CCCC1)N1N=CC(=C1)C1=CC=C(C=C1)N1CCC(CC1)CNC(CCCCCC#C)=O